4-(2-chloro-4-methoxy-5-methylphenyl)-N-[(1S)-2-cyclopropyl-1-(3-fluoro-4-methylphenyl)ethyl]-5-methyl-N-prop-2-ynyl-1,3-thiazol-2-amine p-toluenesulfonate CC1=CC=C(C=C1)S(=O)(=O)O.ClC1=C(C=C(C(=C1)OC)C)C=1N=C(SC1C)N(CC#C)[C@@H](CC1CC1)C1=CC(=C(C=C1)C)F